ClC=1C=NN(C1C(NC1=NC=C(C=C1C)C=1C=NC(=NC1)OC)=O)C1CCN(CC1)C(=O)OC(C)(C)C tert-butyl 4-(4-chloro-5-((5-(2-methoxypyrimidin-5-yl)-3-methylpyridin-2-yl)carbamoyl)-1H-pyrazol-1-yl)piperidine-1-carboxylate